C(C=C)(=O)OCCC[Si](OCCCC)(OCCCC)C acryloxypropyl-methyl-dibutoxysilane